[1,4]oxazine-4-carboxylate O1C=CN(C=C1)C(=O)[O-]